6-chloro-3-ethoxy-8-(4,4,5,5-tetramethyl-1,3,2-dioxaborolan-2-yl)quinoline ClC=1C=C2C=C(C=NC2=C(C1)B1OC(C(O1)(C)C)(C)C)OCC